O1CCC(CC1)CN1C(C(=CC1=O)C1=CC(=CC=C1)C(F)(F)F)=O 1-((tetrahydro-2H-pyran-4-yl)methyl)-3-(3-(trifluoromethyl)phenyl)-1H-pyrrole-2,5-dione